(3S)-3-{[4-(azetidine-3-sulfonyl)phenoxy]methyl}-1-[2-(3-chlorophenyl)ethyl]piperazine N1CC(C1)S(=O)(=O)C1=CC=C(OC[C@@H]2CN(CCN2)CCC2=CC(=CC=C2)Cl)C=C1